C1(CC1)CNC1=C2C=C(N=CC2=CC(=N1)C1=C(C(=CC(=C1Cl)OC)OC)Cl)N[C@H]1[C@H](COC1)NC(C=C)=O N-((3R,4S)-4-((5-((cyclopropylmethyl)amino)-7-(2,6-dichloro-3,5-dimethoxy-phenyl)-2,6-naphthyridin-3-yl)amino)tetrahydrofuran-3-yl)acrylamide